BrC=1C=C(C=CC1)C[C@@H](C(=O)OC)NC(=O)OC(C)(C)C methyl (2S)-3-(3-bromophenyl)-2-[(tert-butoxycarbonyl)amino]propanoate